4-((6-bromocoumarin-4-yl)oxy)-N-hydroxybutyramide BrC=1C=C2C(=CC(OC2=CC1)=O)OCCCC(=O)NO